(R)-2-amino-N-((5-(cyclopropylsulfonyl)pyridin-2-yl)methyl)-N-(1-(3-fluoropyridin-2-yl)ethyl)-3-methylquinoline-6-carboxamide NC1=NC2=CC=C(C=C2C=C1C)C(=O)N([C@H](C)C1=NC=CC=C1F)CC1=NC=C(C=C1)S(=O)(=O)C1CC1